NC1=NC(=NC(=N1)Cl)C=1C=C(C=C(C1)Cl)[C@@H]1COCCN1C(C=C)=O (R)-1-(3-(3-(4-amino-6-chloro-1,3,5-triazin-2-yl)-5-chlorophenyl)morpholino)prop-2-en-1-one